C(CCCCCC)B(O)O HEPTYLBORONIC ACID